8-methyl-N-[(1-methyl-1H-pyrazol-3-yl)methyl]-2-(pyridin-2-ylmethyl)-4,5-dihydro-2H-furo[2,3-g]indazole-7-carboxamide CC1=C(OC=2CCC3=CN(N=C3C21)CC2=NC=CC=C2)C(=O)NCC2=NN(C=C2)C